(3S)-N-[4-(3-Cyanophenyl)-5-(2,6-dimethyl-4-pyridyl)thiazol-2-yl]-3-methyl-morpholin-4-carboxamid C(#N)C=1C=C(C=CC1)C=1N=C(SC1C1=CC(=NC(=C1)C)C)NC(=O)N1[C@H](COCC1)C